(Z)-3-(3-(3,5-bis(trifluoromethyl)phenyl)-1H-1,2,4-triazol-1-yl)-N-(2-oxo-4-(2,2,2-trifluoroethoxy)-2,5-dihydro-1H-pyrrol-1-yl)acrylamide FC(C=1C=C(C=C(C1)C(F)(F)F)C1=NN(C=N1)\C=C/C(=O)NN1C(C=C(C1)OCC(F)(F)F)=O)(F)F